CC(CC(C)NC1=CC=C(C=C1)N=C1C=CC(C=C1)=O)C 4-((4-((4-methylpentan-2-yl)amino)phenyl)imino)cyclohexa-2,5-dien-1-one